FC1(CCN(CC1)C=1C=C(C=C2CN(C(C12)=O)CC1=CC=C(C=C1)OC)NC(OC(C)(C)C)=O)F tert-butyl (7-(4,4-difluoropiperidin-1-yl)-2-(4-methoxybenzyl)-1-oxoisoindolin-5-yl)carbamate